C(CCCCCCC)[Sn](CCCCCCCC)=O di-n-octyltin oxide